6,7-Dihydro-2,2a,5,6-tetraazabenzo[cd]azulene-4-carboxylic acid methyl ester COC(=O)C=1N=C2C=3N(N=CC3C=CCN2)C1